OC1=C(C=C(C=C1)C(F)(F)F)OOB(OO)O (2-hydroxy-5-(trifluoromethyl)phenyl)dihydroxyboric acid